N-[3-chloro-4-(2-pyridylmethoxy)phenyl]-6-[(3S)-3-piperidyl]quinazolin-4-amine ClC=1C=C(C=CC1OCC1=NC=CC=C1)NC1=NC=NC2=CC=C(C=C12)[C@H]1CNCCC1